C(C1=CC=CC=C1)OC1=CC(=C(C=O)C=C1OCC1=CC=CC=C1)F 4,5-bis(benzyloxy)-2-fluorobenzaldehyde